C12CN(CC(CC1)O2)CCN 2-(8-oxa-3-azabicyclo[3.2.1]oct-3-yl)ethan-1-amine